2-(((S)-3-((6-((4-cyano-2-fluorobenzyl)oxy)pyridin-2-yl)amino)pyrrolidin-1-yl)methyl)-1-(((S)-oxetan-2-yl)methyl)-1H-benzo[d]imidazole-6-carboxylic acid C(#N)C1=CC(=C(COC2=CC=CC(=N2)N[C@@H]2CN(CC2)CC2=NC3=C(N2C[C@H]2OCC2)C=C(C=C3)C(=O)O)C=C1)F